4-hydroxy-3-(1H-benzoimidazol-5-yl)benzoic acid OC1=C(C=C(C(=O)O)C=C1)C1=CC2=C(NC=N2)C=C1